C(C)(C)(C)OC(=O)N1CCN(CC1)CC(=O)NC(=O)NC1=C(C=CC=C1)F 4-(2-(3-(2-fluorophenyl)ureido)-2-oxoethyl)piperazine-1-carboxylic acid tert-butyl ester